OC(C(=O)C1=CC=CC=C1)(C)C1=CC=CC=C1 2-hydroxy-2-phenylpropiophenone